N=1C=NN2C1C=CC(=C2)C2=CC(=NN2C2=NC(=CC=C2)C)CC(=O)NC2=C(C(=CC=C2)Cl)F 5-([1,2,4]triazolo[1,5-a]pyridin-6-yl)-N-(3-chloro-2-fluorophenyl)-1-(6-methylpyridin-2-yl)-1H-pyrazole-3-carboxyamide